CC1(NC(CC(C1)OC(CCCCCCCCCCC)=O)(C)C)C.C1(=CC(=CC=C1)OB(OC=1C=C(C=CC1)C)OC=1C=C(C=CC1)C)C.OC1=C(C(=CC=2C(C3=CC(=CC=C3C(C12)=O)O)=O)O)C 1,3,6-trihydroxy-2-methyl-anthraquinone trim-tolyl-borate 2,2,6,6-tetramethylpiperidin-4-yl-dodecanate